5-((5-chloro-2-isopropylpyridin-3-yl)oxy)pyrimidine-2,4-diamine ClC=1C=C(C(=NC1)C(C)C)OC=1C(=NC(=NC1)N)N